Br[NH-].[Br+] bromine (N-bromoamide)